Bismuth Antimony Telluride [Sb]=[Te].[Bi]